1-(2,4,6-trihydroxyphenyl)-2-pentanone OC1=C(C(=CC(=C1)O)O)CC(CCC)=O